ClC=1C=CC(=C(C1)C1=NN(C=C1NC(=O)C=1C=NN2C1N=CC=C2)CC(=O)N2C(CN(CC2)C)C)OC(F)F N-[3-[5-chloro-2-(difluoromethoxy)phenyl]-1-[2-(2,4-dimethylpiperazin-1-yl)-2-oxoethyl]-1H-pyrazol-4-yl]Pyrazolo[1,5-a]Pyrimidine-3-carboxamide